NC1=C(C=C(N=N1)N1C(NC(C=C1)=O)=O)C1CC(C1)(F)F (6-amino-5-(3,3-difluorocyclobutyl)pyridazin-3-yl)pyrimidine-2,4(1H,3H)-dione